COC1=NC(=CC(=C1)NC(=O)C=1C=NN(C1C(F)(F)F)C1=C2C=CNC(C2=CC=C1)=O)C(F)(F)F N-(2-methoxy-6-(trifluoromethyl)pyridin-4-yl)-1-(1-oxo-1,2-dihydroisoquinolin-5-yl)-5-(trifluoromethyl)-1H-pyrazole-4-carboxamide